Ethyl-7-fluoro-N-(3-fluoro-5-((1-methylcyclopropyl)ethynyl)phenyl)-[1,2,4]triazolo[4,3-a]quinazolin-5-amine C(C)C1=NN=C2N1C1=CC=C(C=C1C(=N2)NC2=CC(=CC(=C2)C#CC2(CC2)C)F)F